(3S,4S)-8-[7-(2-chloro-3-methoxyphenyl)-6-methylpyrazolo[1,5-a]pyrazin-4-yl]-3-methyl-2-oxa-8-azaspiro[4.5]decan-4-amine ClC1=C(C=CC=C1OC)C1=C(N=C(C=2N1N=CC2)N2CCC1([C@@H]([C@@H](OC1)C)N)CC2)C